BrC1=C(C=C(C=C1OC1=CC=C(C=C1)C(C)C)Br)OC1=CC=C(C=C1)C(C)C 4,4'-((2,5-dibromo-1,3-phenylene)bis(oxy))bis(isopropylbenzene)